5-chloro-2-((2,3-dichlorophenyl)thio)-3-iodopyrazine ClC=1N=C(C(=NC1)SC1=C(C(=CC=C1)Cl)Cl)I